Br\C(\C=O)=C/OC(C)C (Z)-2-bromo-3-isopropoxy-prop-2-enal